(3-Fluoro-2-methoxypyridin-4-yl)bicyclo[4.2.0]octa-1(6),2,4-trien-2-amine FC=1C(=NC=CC1C1=C(C=2CCC2C=C1)N)OC